α,2-dimethyl-α-(8-methyl-7-dodecen-1-yl)-1,3-dioxolane-2-butanol CC(CCCC1(OCCO1)C)(O)CCCCCCC=C(CCCC)C